1-(3-chloropyridin-2-yl)-N-[4-cyano-2-methyl-6-(methylcarbamoyl)phenyl]-3-[(5-(trifluoromethyl)-2H-tetrazole-2-yl)methyl]-1H-pyrazole-5-carboxamide ClC=1C(=NC=CC1)N1N=C(C=C1C(=O)NC1=C(C=C(C=C1C(NC)=O)C#N)C)CN1N=C(N=N1)C(F)(F)F